Fluoride Magnesium [Mg+2].[F-].[F-]